FC(OC=1C=C(C=CC1)C12CCN(CC2C1)C(=O)C1CC2(C1)NC(CC2)=O)(F)F (rac)-(2r,4s)-2-(6-(3-(trifluoromethoxy)phenyl)-3-azabicyclo[4.1.0]heptane-3-carbonyl)-5-azaspiro[3.4]octan-6-one